BrC1=C(C=C(OCCCCCCCCCCOC2=CC(=C(C=C2)Br)C)C=C1)C 1,10-bis(4-bromo-3-methylphenoxy)decane